FC(C=1C=C(N)C=C(C1)C(F)(F)F)(F)F 3,5-ditrifluoromethylaniline